1-(tert-butoxycarbonyl)indoline-4-carboxylic acid C(C)(C)(C)OC(=O)N1CCC=2C(=CC=CC12)C(=O)O